CC=1C=C(CC(C(C)O)C)C=CC1 3-(3-methylbenzyl)-butan-2-ol